tri-hydroxy-propionaldehyde OC(CC=O)(O)O